(Z)-3-bromo-3-(4-methoxyphenyl)acrolein Br\C(=C/C=O)\C1=CC=C(C=C1)OC